bisphenol sodium salt [Na].C1(=CC=CC=C1)O.C1(=CC=CC=C1)O